CC1C(=C(C=2CCCCC12)[Ti](CC1=CC=CC=C1)(CC1=CC=CC=C1)CC1=CC=CC=C1)C 1,2-dimethyl-4,5,6,7-tetrahydroindenyl-tribenzyl-titanium